FC(C(=O)[O-])(F)F.FC(C(=O)[O-])(F)F.COC=1C=C(C=C(C1)OC)C[N+]1=CC(=CC=C1)CC(=O)NN.COC=1C=C(C=C(C1)OC)C[N+]1=CC(=CC=C1)CC(=O)NN 2-[1-[(3,5-dimethoxyphenyl)methyl]pyridin-1-ium-3-yl]acethydrazide bistrifluoroacetate